C(#N)[C@H]1N(CSC1)C(CNC(=O)C1=CC=NC2=CC=C(C=C12)N1CCOCC1)=O |r| racemic-N-(2-(4-cyanothiazolidin-3-yl)-2-oxoethyl)-6-morpholino-quinoline-4-carboxamide